C(C1=CC=CC=C1)N1C(C(NCC1)=O)CC1CCCCC1 4-benzyl-3-(cyclohexylmethyl)piperazin-2-one